BrC=1C=CC2=C(C(=NC(C=3N2C(=NN3)C)COC)C3=C(C=CC=C3F)F)C1Cl 8-bromo-7-chloro-6-(2,6-difluorophenyl)-4-(methoxymethyl)-1-methyl-4H-[1,2,4]triazolo[4,3-a][1,4]benzodiazepine